bis-(4-hydroxy-phenyl)-propane OC1=CC=C(C=C1)C(C)(C)C1=CC=C(C=C1)O